N(=NC(=O)OCC)C(=O)OCC di-ethyl azodicarboxylate